N-(2-chloro-4-fluoro-3-((5-fluoro-3-methyl-4-oxo-3,4-dihydroquinazolin-6-yl)oxy)phenyl)-3,3-difluoropyrrolidine-1-sulfonamide ClC1=C(C=CC(=C1OC=1C(=C2C(N(C=NC2=CC1)C)=O)F)F)NS(=O)(=O)N1CC(CC1)(F)F